2-(pyridin-2-yl)-4-(4-(pyridin-3-yl)phenyl)phenol N1=C(C=CC=C1)C1=C(C=CC(=C1)C1=CC=C(C=C1)C=1C=NC=CC1)O